ClC1=C(C(=NN1CC)C1=NOC(=C1)C)C(=O)N[C@@H]1CN(CC1)CCC(C)(C)C (S)-5-Chloro-N-(1-(3,3-dimethylbutyl)pyrrolidin-3-yl)-1-ethyl-3-(5-methylisoxazol-3-yl)-1H-pyrazole-4-carboxamide